6-amino-4-methyl-7-((4-(4-(trifluoromethyl)piperidin-1-yl)phenyl)amino)-2H-benzo[b][1,4]oxazin-3(4H)-one NC1=CC2=C(OCC(N2C)=O)C=C1NC1=CC=C(C=C1)N1CCC(CC1)C(F)(F)F